2-(2-(2-(3-((S)-8-chloro-2,6-dimethyl-1,2,3,4-tetrahydroisoquinolin-4-yl)phenylsulfonylamino)ethoxy)ethyl)-2,3,4,5-tetrahydroxyhexanediamide ClC=1C=C(C=C2[C@@H](CN(CC12)C)C=1C=C(C=CC1)S(=O)(=O)NCCOCCC(C(=O)N)(C(C(C(C(=O)N)O)O)O)O)C